C(C)(C)C=1N=C(SC1)C=O 4-ISOPROPYL-1,3-THIAZOLE-2-CARBALDEHYDE